(2R,4R)-N1-(4-chlorophenyl)-N2-(5-((-)-1-(3-cyanophenyl)-3-cyclopropyl-1-((R)-1,1-dimethylethylsulfinamido)propyl)-2-fluorophenyl)-4-methoxypyrrolidine-1,2-dicarboxamide ClC1=CC=C(C=C1)NC(=O)N1[C@H](C[C@H](C1)OC)C(=O)NC1=C(C=CC(=C1)C(CCC1CC1)(N[S@](=O)C(C)(C)C)C1=CC(=CC=C1)C#N)F